C1(=CC(=CC=C1)[C@@H]1C[C@@H](CC2=CC=CC=C12)N(C)C)C1=CC=CC=C1 (2s,4s)-(cis)-4-([1,1'-biphenyl]-3-yl)-N,N-dimethyl-1,2,3,4-tetrahydronaphthalen-2-amine